N-((R)-1-(naphthalen-1-yl)ethyl)spiro[chromane-4,2'-[1,3]dioxolane]-2-carboxamide C1(=CC=CC2=CC=CC=C12)[C@@H](C)NC(=O)C1OC2=CC=CC=C2C2(OCCO2)C1